6'-bromo-2'-(methylthio)-8'H-spiro[cyclopentane-1,9'-imidazo[1',2':1,6]pyrido[2,3-d]pyrimidine] BrC1=CC2=C(N=C(N=C2)SC)N2C1=NCC21CCCC1